FC(C(=O)N1CC(C1)N1C(N(C=2C1=NC=CC2C(=O)N2CCN(CC2)C(=O)NC2=CC=CC=C2)C=2C=NC(=CC2)C(F)(F)F)=O)=C 4-(3-(1-(2-fluoroacryloyl)azetidin-3-yl)-2-oxo-1-(6-(trifluoromethyl)pyridin-3-yl)-2,3-dihydro-1H-imidazo[4,5-b]pyridine-7-carbonyl)-N-phenylpiperazine-1-carboxamide